ClC=1N=C(C2=C(N1)C(=C(N=C2)Cl)F)N2C[C@]1(CCO1)CCC2 (R)-6-(2,7-dichloro-8-fluoropyrido[4,3-d]pyrimidin-4-yl)-1-oxa-6-azaspiro[3.5]nonane